COC1=C(C=CC=C1)C1=NC=CC(=C1)C(=O)NC=1SC(=NN1)OCC1C=2C=NNC2CCC1 (2-methoxyphenyl)-N-(5-(4,5,6,7-tetrahydro-1H-indazol-4-ylmethoxy)-1,3,4-thiadiazol-2-yl)pyridine-4-carboxamide